COC1=CC=C(C(=O)NC2=CC=C(C=C2)N2CCN(CC2)C2=NC=CC(=C2)C)C=C1 4-Methoxy-N-[4-[4-(4-methyl-2-pyridyl)piperazin-1-yl]phenyl]benzamid